FC(S(=O)(=O)C(S(=O)(=O)C(F)(F)F)[Li])(F)F.[Li] lithium bis(trifluoromethanesulfonyl)methyl-lithium